N-(5-(1-(5-(6-ethoxypyrazin-2-yl)thiazole-2-carbonyl)pyrrolidin-2-yl)pyridin-3-yl)cyclopropanesulfonamide C(C)OC1=CN=CC(=N1)C1=CN=C(S1)C(=O)N1C(CCC1)C=1C=C(C=NC1)NS(=O)(=O)C1CC1